C1(NC=CC2=C1CCC2)=O 2,5,6,7-tetrahydro-1H-cyclopenta[c]pyridin-1-one